2-(6-{5-chloro-2-[(oxacyclohex-4-yl)amino]pyrimidin-4-yl}-1-oxo-2,3-dihydro-1H-isoindol-2-yl)-N-[1-(4-propoxyphenyl)ethyl]acetamide ClC=1C(=NC(=NC1)NC1CCOCC1)C1=CC=C2CN(C(C2=C1)=O)CC(=O)NC(C)C1=CC=C(C=C1)OCCC